O=C1NC(CCC1N1C(C2=CC=CC(=C2C1)C#CCCCCCN1CCN(CC1)C1=CC=C(C(=O)N2CCC(CC2)CCCCNC(\C=C\C2=CNC=C2)=O)C=C1)=O)=O (E)-N-(4-(1-(4-(4-(7-(2-(2,6-dioxopiperidin-3-yl)-1-oxoisoindoline-4-yl)hept-6-yn-1-yl)piperazin-1-yl)benzoyl)piperidin-4-yl)butyl)-3-(1H-pyrrol-3-yl)acrylamide